dimethyl-methoxysilylmethylthioacetate C[Si](OC)(C)COC(C)=S